ClC1=CC=C(C(=N1)C(=O)O)N[C@H](C)C1=C2N=C(C(=NC2=CC(=C1)C)C#N)N1C[C@H]2[C@H](C1)COC2 6-chloro-3-(((R)-1-(2-cyano-7-methyl-3-((3aR,6aR)-tetrahydro-1H-furo[3,4-c]pyrrol-5(3H)-yl)quinoxalin-5-yl)ethyl)amino)picolinic acid